Tert-butyl 3-[1-(2,6-dioxo-3-piperidyl)-3-methyl-2-oxo-benzimidazol-4-yl]-2,5-dihydropyrrole-1-carboxylate O=C1NC(CCC1N1C(N(C2=C1C=CC=C2C=2CN(CC2)C(=O)OC(C)(C)C)C)=O)=O